N-[(7-bromo-6-fluoro-1,3-dihydroisobenzofuran-5-yl)aminothioformyl-(carbamothioyl)]carbamic acid ethyl ester C(C)OC(NC(NC(=S)NC=1C=C2COCC2=C(C1F)Br)=S)=O